1-{4-[(4-fluorobenzyl)sulfonyl]-2-nitrophenyl}-4-(2-methoxyethyl)piperazine FC1=CC=C(CS(=O)(=O)C2=CC(=C(C=C2)N2CCN(CC2)CCOC)[N+](=O)[O-])C=C1